benzyl 6-(2-{[2-(bis{2-[(2,3,4,6-tetra-O-acetyl-α-D-mannopyranosyl) oxy]ethyl}amino)-2-oxoethyl][2-({2-[(α-L-fucopyranosyl)oxy]ethyl}amino)-2-oxoethyl]amino} acetamido)hexanoate C(C)(=O)O[C@@H]1[C@H](O[C@@H]([C@H]([C@@H]1OC(C)=O)OC(C)=O)COC(C)=O)OCCN(C(CN(CC(=O)NCCCCCC(=O)OCC1=CC=CC=C1)CC(=O)NCCO[C@H]1[C@@H](O)[C@H](O)[C@H](O)[C@@H](O1)C)=O)CCO[C@@H]1[C@@H](OC(C)=O)[C@@H](OC(C)=O)[C@H](OC(C)=O)[C@H](O1)COC(C)=O